CC1(CCN(CC1)C=1OC2=C(C=C(C=C2C(C1C)=O)C)C(C)NC1=C(C=CC=C1)B(O)O)C [2-[1-[2-(4,4-dimethyl-1-piperidyl)-3,6-dimethyl-4-oxo-chromen-8-yl]ethylamino]phenyl]boronic acid